N1=CC=C(C=C1)C1=C2C(=CNC2=CC=C1)C=O 4-(PYRIDIN-4-YL)-1H-INDOLE-3-CARBALDEHYDE